C(C)(=O)C1=NN(C2=CC=C(C=C12)C=1C=NC(=NC1)C)CC(=O)N1[C@@H]2C[C@@]2(C[C@H]1C(=O)N[C@@H](C)C(C)C)C (1R,3S,5R)-2-(2-(3-acetyl-5-(2-methylpyrimidin-5-yl)-1H-indazol-1-yl)acetyl)-5-methyl-N-((S)-3-methylbutan-2-yl)-2-azabicyclo[3.1.0]hexane-3-carboxamide